C(C)(C)(C)OC(=O)N1C[C@H](CCC1)NC1=NC=2N(C(=C1)NCC1=CC=C(C=C1)C1=NC=CC=N1)N=CC2C#N.BrC=2C(=CC(=C(O[C@@H]1COCC1)C2)OC)[N+](=O)[O-] (S)-3-(5-bromo-2-methoxy-4-nitrophenoxy)tetrahydrofuran tert-butyl-(S)-3-((3-cyano-7-((4-(pyrimidin-2-yl)benzyl)amino)pyrazolo[1,5-a]pyrimidin-5-yl)amino)piperidine-1-carboxylate